C(\C=C\C)(=O)O (E)-crotonic acid